N1=CC=C(C=C1)NC(=O)[C@@H]1CC12CCN(CC2)C(=O)OC(C(F)(F)F)C(F)(F)F 1,1,1,3,3,3-Hexafluoropropan-2-yl (R)-1-(pyridin-4-ylcarbamoyl)-6-azaspiro[2.5]octan-6-carboxylat